NC1=CC=C(C(=O)NC2CCC3=CC(=CC=C23)Cl)C=C1 4-amino-N-(5-chloroindan-1-yl)benzamide